CNC=1C=2N(N=C(C1)NC=1C(N(C=CC1)C1=NC=CC=C1)=O)C(=CN2)C(=O)O 8-(methylamino)-6-((2-oxo-2H-[1,2'-bipyridyl]-3-yl)amino)imidazo[1,2-b]pyridazine-3-carboxylic acid